CC(C(C(=O)O)(C)N=NC(C(=O)O)(C)C)C.N(=NC(C(=O)OC)(C)C)C(C(=O)OC)(C)C dimethyl 2,2'-azobis(2-methylpropionate) (dimethyl 2,2'-azobis(2-methylpropionate))